IC1=CC=C(C=C1)N1CCN(CC1)C([C@@H](C)OC)=O (R)-1-(4-(4-iodophenyl)piperazin-1-yl)-2-methoxypropan-1-one